[Si](C)(C)(C(C)(C)C)O[C@@H]1C[C@H](N(C1)C(=O)OC(C)(C)C)C=1N(C=CN1)CC1=CC(=CC=C1)O tert-butyl (2S,4R)-4-[tert-butyl(dimethyl)silyl]oxy-2-[1-[(3-hydroxyphenyl)methyl]imidazol-2-yl]pyrrolidine-1-carboxylate